FC1=C(OC2=C(C=C(C=C2)NS(=O)(=O)CC)C2=CC(=NC(=C2)C)C)C=CC(=C1)F N-(4-(2,4-Difluorophenoxy)-3-(2,6-dimethylpyridin-4-yl)phenyl)ethanesulfonamide